myristylmyristate C(CCCCCCCCCCCCC)OC(CCCCCCCCCCCCC)=O